1-(4-bromo-2-chlorophenyl)-3-(methyl-d3)-1,3-dihydro-2H-imidazol-2-one BrC1=CC(=C(C=C1)N1C(N(C=C1)C([2H])([2H])[2H])=O)Cl